tert-butyl (R)-(1-(2-amino-6-(4,5-dimethyl-1-((2-(trimethylsilyl)ethoxy)methyl)-1H-pyrazol-3-yl)pyrimidin-4-yl)pyrrolidin-3-yl)(methyl)carbamate NC1=NC(=CC(=N1)N1C[C@@H](CC1)N(C(OC(C)(C)C)=O)C)C1=NN(C(=C1C)C)COCC[Si](C)(C)C